3-ethoxy-4-(prop-2-yn-1-ylamino)cyclobut-3-ene-1,2-dione C(C)OC=1C(C(C1NCC#C)=O)=O